BrC1=CC=NC=C1Cl 4-bromo-5-chloropyridin